C(=C)C1=CC=C(C=C1)C1=CC(=CC(=C1)C1=CC=C(C=C1)C=C)C1=CC=C(C=C1)C=C 1,3,5-tris(p-vinylphenyl)benzene